benzyl-benzoate C(C1=CC=CC=C1)OC(C1=CC=CC=C1)=O